4-methoxy-methyl-1H-pyrazole-4-carboxamide COC1(C=NN(C1)C)C(=O)N